N-methyl-N-toluenesulfonyl-ethynylamine CN(S(=O)(=O)CC1=CC=CC=C1)C#C